disodium perfluoromethanedisulfonate FC(S(=O)(=O)[O-])(S(=O)(=O)[O-])F.[Na+].[Na+]